ClC=1C=C2C(=CN=C(C2=CN1)O[C@H](C)C[C@@H](C)S(=O)(=O)C)C=O 6-chloro-1-(((2r,4r)-4-(methylsulfonyl)pent-2-yl)oxy)-2,7-naphthyridine-4-carbaldehyde